NC1=C(C(N(C2=NC(=CC=C21)C2CC2)C=2C=NC(=CC2)C)=O)C(=O)OC methyl 4-amino-7-cyclopropyl-1-(6-methylpyridin-3-yl)-2-oxopyrido[2,3-b]pyridin-3-carboxylate